2,4,6-tri-tertiary butylphenol C(C)(C)(C)C1=C(C(=CC(=C1)C(C)(C)C)C(C)(C)C)O